N1=NC(=CC2=C1OCCO2)C=2C=CC=C(C2)O 5-{6H,7H-[1,4]dioxino[2,3-c]pyridazin-3-yl}phenol